C(C=C)(=O)N1C[C@@H](N(CC1)C=1C2=C(N(C(N1)=O)C1=C(C=CC=C1)C(C)C)CN(CC2)C2=CC=CC1=CC=CC(=C21)C)C (S)-4-(4-acryloyl-2-methylpiperazin-1-yl)-1-(2-isopropylphenyl)-7-(8-methylnaphthalen-1-yl)-5,6,7,8-tetrahydropyrido[3,4-d]pyrimidin-2(1H)-one